methyl-L-glutaminate CN[C@@H](CCC(N)=O)C(=O)[O-]